[N+](=O)([O-])C1=CC=C(C=C1)SS(=O)(=O)[O-] p-nitrophenylthio-sulfonate